FC1=CC=C(C=N1)C1=CC(=NN1C1=NC=CC=C1SC)O 5-(6-Fluoropyridin-3-yl)-1-[3-(methylthio)pyridin-2-yl]-1H-pyrazol-3-ol